COC(C)(C)C1=CC=C(C=N1)N1C(O[C@]2(C1)C[C@@](CCC2)(C)CN2C=NC1=C2C=C(C=C1)C#N)=O 1-(((5S,7S)-3-(6-(2-methoxypropan-2-yl)pyridin-3-yl)-7-methyl-2-oxo-1-oxa-3-azaspiro[4.5]decan-7-yl)methyl)-1H-benzo[d]imidazole-6-carbonitrile